ClC(C(=O)OC1=C(C=CC=C1)C1=C2C=CC(C(=C3C=CC(=C(C=4C=CC(=C(C5=CC=C1N5)C5=C(C=CC=C5)OC(C(CC=C)Cl)=O)N4)C4=C(C=CC=C4)OC(C(CC=C)Cl)=O)N3)C3=C(C=CC=C3)OC(C(CC=C)Cl)=O)=N2)CC=C tetrakis[(2-chloro-4-pentenoyloxy)phenyl]porphyrin